C(C=C)(=O)OC1(CCCCCCC1)CC 1-ethylcycloOctyl acrylate